C(#N)C1=CC2=C(N=C(N=C2)NC=2C=C3CCN(C(C3=CC2)(C)C)C(=O)OC(C)(C)C)N(C1=O)C1CCCC1 tert-butyl 6-((6-cyano-8-cyclopentyl-7-oxo-7,8-dihydropyrido[2,3-d]pyrimidin-2-yl)amino)-1,1-dimethyl-3,4-dihydroisoquinoline-2(1H)-carboxylate